ClC1=CC=NC2=CC=C(C=C12)C=1C=C(N(N1)C)CNC 1-[5-(4-chloro-6-quinolyl)-2-methyl-pyrazol-3-yl]-N-methyl-methanamine